(R)-1-(2-chlorophenyl)ethyl thiophen-3-ylcarbamate S1C=C(C=C1)NC(O[C@H](C)C1=C(C=CC=C1)Cl)=O